3-(4-oxo-4,6,7,12-tetrahydro-1H-pyrazolo[3'',4'':4',5']pyrimido[1',2':1,2]pyrido[3,4-b]indol-1-yl)benzonitrile O=C1C2=C(N=C3N1CCC1=C3NC3=CC=CC=C13)N(N=C2)C=2C=C(C#N)C=CC2